FC1=C(C(=CC=C1)F)N1N=C(C=CC1=O)C(=O)NC=1C(=C2C=NN(C2=CC1)CCOC)N1C[C@@H]([C@@H](C1)C)NC(OC(C)(C)C)=O tert-butyl N-[(3R,4R)-1-[5-[[1-(2,6-difluorophenyl)-6-oxo-pyridazine-3-carbonyl]amino]-1-(2-methoxyethyl)indazol-4-yl]-4-methyl-pyrrolidin-3-yl]carbamate